1,1-bis(4-methacryloyloxydiethoxyphenyl)methane ethyl-(S)-3-(1-amino-1,3-dihydrospiro[indene-2,4'-piperidin]-1'-yl)-6-(2,3-dichlorophenyl)-5-methylpyrazine-2-carboxylate C(C)OC(=O)C1=NC(=C(N=C1N1CCC2(CC1)[C@@H](C1=CC=CC=C1C2)N)C)C2=C(C(=CC=C2)Cl)Cl.C(C(=C)C)(=O)OC2=C(C(=C(C=C2)CC2=C(C(=C(C=C2)OC(C(=C)C)=O)OCC)OCC)OCC)OCC